COC1=C2CCN(C2=CC=C1)C(=O)C=1C=C2CN(C(C2=CC1)=O)C1C(NC(CC1)=O)=O 3-(5-(4-methoxyindoline-1-carbonyl)-1-oxoisoindolin-2-yl)piperidine-2,6-dione